CS(=O)(=O)C1=C(C=CC=C1)C=1C=C2C(=NC1N1[C@@H](COCC1)C)C(=NS2)O (2-methanesulfonylphenyl)-5-[(3R)-3-methylmorpholin-4-yl]-[1,2]thiazolo[4,5-b]pyridin-3-ol